CN([C@H]1[C@@H](CCCC1)NC(NC1=CC=CC=C1)=S)C 3-[(1R,2R)-2-(dimethylamino)cyclohexyl]-1-phenylthiourea